CC(C(=O)OC(C)(C)C)CC(C1=NC=CC=C1)=O tert-butyl 2-methyl-4-oxo-4-(2-pyridyl)butanoate